sexipyridine C1=CC2=NC(=C1)C3=NC(=CC=C3)C4=NC(=CC=C4)C5=CC=CC(=N5)C6=CC=CC(=N6)C7=CC=CC2=N7